ClC1=C(C=NC(=C1)Cl)C(CC)O 1-(4,6-dichloropyridin-3-yl)propan-1-ol